DI-ISOBUTYL ETHER C(C(C)C)OCC(C)C